(R)-tetrahydrofuranaldehyde O1[C@H](CCC1)C=O